2-(3-Chlorophenyl)-1-(3-fluorophenyl)-2-methylpropyl ((S)-3-cyclohexyl-1-oxo-1-(((S)-1-oxo-3-((S)-2-oxopyrrolidin-3-yl)propan-2-yl)amino)propan-2-yl)carbamate C1(CCCCC1)C[C@@H](C(N[C@H](C=O)C[C@H]1C(NCC1)=O)=O)NC(OC(C(C)(C)C1=CC(=CC=C1)Cl)C1=CC(=CC=C1)F)=O